tris(diethylphenyl) phosphite P(OC1=C(C(=CC=C1)CC)CC)(OC1=C(C(=CC=C1)CC)CC)OC1=C(C(=CC=C1)CC)CC